3-(6,7-Difluoroquinolin-3-yl)-9-(5,6,7,8-tetrahydro-1,8-naphthyridin-2-yl)nonanoic acid FC=1C=C2C=C(C=NC2=CC1F)C(CC(=O)O)CCCCCCC1=NC=2NCCCC2C=C1